(S)-5-(((4-(3-chloro-4-(2-chloro-3-(1-methyl-3-(((((S)-oxetan-2-yl)methyl)amino)methyl)-1H-pyrrolo[2,3-b]pyridin-6-yl)phenyl)pyridin-2-yl)-2-methoxybenzyl)amino)methyl)pyrrolidin-2-one ClC=1C(=NC=CC1C1=C(C(=CC=C1)C1=CC=C2C(=N1)N(C=C2CNC[C@H]2OCC2)C)Cl)C2=CC(=C(CNC[C@@H]1CCC(N1)=O)C=C2)OC